N-{(5S)-8-Chloro-1-[trans-4-(pyridin-2-yloxy)cyclohexyl]-5,6-dihydro-4H-[1,2,4]triazolo[4,3-a][1]benzazepin-5-yl}cyclobutancarboxamid ClC=1C=CC2=C(C[C@@H](CC=3N2C(=NN3)[C@@H]3CC[C@H](CC3)OC3=NC=CC=C3)NC(=O)C3CCC3)C1